4-(3-(4-(pyrazolo[1,5-a]pyridin-6-yl)-1H-pyrazol-1-yl)propyl)morpholine (6Z,9Z,28Z,31Z)-heptatriaconta-6,9,28,31-tetraen-19-yl-4-(dimethylamino)butanoate CCCCC\C=C/C\C=C/CCCCCCCCC(CCCCCCCC\C=C/C\C=C/CCCCC)OC(CCCN(C)C)=O.N1=CC=C2N1C=C(C=C2)C=2C=NN(C2)CCCN2CCOCC2